ethyl (S)-3-(benzyl((R)-1-phenylethyl)amino)-3-(2-fluoro-3-iodophenyl)propanoate C(C1=CC=CC=C1)N([C@@H](CC(=O)OCC)C1=C(C(=CC=C1)I)F)[C@H](C)C1=CC=CC=C1